(E)-1-(4-Chlorophenyl)-3-[4-[(2S,3R,4R,5S,6R)-3,4,5-trihydroxy-6-(hydroxymethyl)oxan-2-yl]oxyphenyl]prop-2-en-1-one ClC1=CC=C(C=C1)C(\C=C\C1=CC=C(C=C1)O[C@@H]1O[C@@H]([C@H]([C@H]([C@H]1O)O)O)CO)=O